FC1=NC(=CC=C1NC=1C=NC=2CCN(CC2C1)C=1C(=CC=2N(N1)C(C=CN2)=O)C)C 7-(3-((2-fluoro-6-methylpyridin-3-yl)amino)-7,8-dihydro-1,6-naphthyridin-6(5H)-yl)-8-methyl-4H-pyrimido[1,2-b]pyridazin-4-one